N-(2-chloro-5-cyanopyrimidin-4-yl)-2-fluoro-6-methoxybenzamid ClC1=NC=C(C(=N1)NC(C1=C(C=CC=C1OC)F)=O)C#N